tetramethyl-(n-propyl)cyclopentadieneN CC(CC(C)(C)C)C1=C=C=CC1